N,N-dimethyl-L-histidine CN([C@@H](CC1=CNC=N1)C(=O)O)C